methylenebisEthyl phosphonate P1(OCCCCCO1)=O